benzyl 5,6-dihydropyridine-1(2H)-carboxylate N1(CC=CCC1)C(=O)OCC1=CC=CC=C1